(R)-4-propylpyrrolidine C(CC)[C@@H]1CCNC1